6,6-Difluoro-9-methyl-3-(2-methylbutan-2-yl)-6a,7,8,9,10,10a-hexahydrobenzo[c]chromen-1-ol FC1(OC=2C=C(C=C(C2C2C1CCC(C2)C)O)C(C)(CC)C)F